BrC=1N=C(N2C1C(=C(C=C2)Cl)C(=O)OCC)C2=CC=CC=C2 ethyl 1-bromo-7-chloro-3-phenylimidazo[1,5-a]pyridine-8-carboxylate